NC1=CC(=C(C=C1)N1CCN(CC1)C(=O)OC(C)(C)C)C#CC1=CC=C(C=C1)F tert-butyl 4-(4-amino-2-((4-fluorophenyl)ethynyl)phenyl)piperazine-1-carboxylate